CC1=C(C=CC(=C1)C(F)(F)F)C1CC(C1)O 3-(2-methyl-4-(trifluoromethyl)phenyl)cyclobutan-1-ol